COC(=O)C1=CN(C(C(=C1)C(NC)=O)=O)CC1=CC(=CC=C1)O 1-(3-hydroxybenzyl)-5-(methylcarbamoyl)-6-oxo-1,6-dihydropyridine-3-carboxylic acid methyl ester